CN([C@@H]([C@@H](C)CC)C(=O)O)CC1=C(C=NC=C1F)N.O[C@@H](COC1=CC=C(C=C1)C=O)CN1N=NC=C1 (4-((R)-2-hydroxy-3-(1H-1,2,3-triazol-1-yl)propoxy)phenyl)methanone methyl-((3-amino-5-fluoropyridin-4-yl)methyl)-L-isoleucinate